FC=1C=CC(=C(C1)C1(CC1)C(=O)O)NC(C1=CC(=C(C=C1)N1CCCCC1)NC(=O)C1=NN(C2=CC=CC=C12)CC(F)(F)F)=O 1-(5-fluoro-2-(4-(piperidin-1-yl)-3-(1-(2,2,2-trifluoroethyl)-1H-indazole-3-carboxamido)benzamido)phenyl)cyclopropane-1-carboxylic acid